2,2-diphenylethanesulfonyl chloride C1(=CC=CC=C1)C(CS(=O)(=O)Cl)C1=CC=CC=C1